C(C)(=O)N[C@@H](CS)C(=O)O (l)-N-Acetyl-L-cysteine